C(C)(C)(C)OC(=O)N1CCCC2=CC=C(N=C12)CCCCO 7-(4-Hydroxybutyl)-3,4-dihydro-1,8-naphthyridine-1(2H)-carboxylic acid tert-butyl ester